FC(C(=O)O)(F)F.CC=1N=CSC1C(=O)OCC 4-methyl-5-thiazolecarboxylic acid, ethyl ester, trifluoroacetate salt